2,3,4,5,6-pentafluorobenzenetridecaneamine FC1=C(C(=C(C(=C1F)F)F)F)CCCCCCCCCCCCCN